C(C)(C)(C)OC(NC1CC(C1)C(N(CC1=CC=C(C=C1)OC)C=1C(=NC=CC1)Br)=O)=O (3-((2-bromopyridin-3-yl)((4-methoxyphenyl)methyl)carbamoyl)cyclobutyl)carbamic acid tert-butyl ester